N-(3-(azetidin-3-ylamino)benzyl)-5-(4-(dimethylamino)piperidin-1-yl)-3-isopropylpyrazolo[1,5-a]pyrimidin-7-amine N1CC(C1)NC=1C=C(CNC2=CC(=NC=3N2N=CC3C(C)C)N3CCC(CC3)N(C)C)C=CC1